BrC1=C(C=CC(=C1)F)C(CC(=O)OC)=O methyl 3-(2-bromo-4-fluorophenyl)-3-oxopropanoate